C=1S(C=C2C1C=CC=C2)CN 2-benzothiophene-2-methylamine